C(#N)C1=CNC2=C(C=CC(=C12)C)NS(=O)(=O)C=1C=NN(C1)C1(COC1)CC#N N-(3-Cyano-4-methyl-1H-indol-7-yl)-1-[3-(cyanomethyl)oxetan-3-yl]pyrazol-4-sulfonamid